C(#N)C1=CC=C(C=C1)C(N1C(NC(CC1=O)(C)C)=[NH2+])[C@H]1[C@@H](C1)C(N[C@H]1C[C@@H](OC2=CC=CC=C12)C(F)(F)F)=O [1-[(4-cyanophenyl)-[(1R,2R)-2-[[(2R,4S)-2-(trifluoromethyl)chroman-4-yl]carbamoyl]cyclopropyl]methyl]-4,4-dimethyl-6-oxo-hexahydropyrimidin-2-ylidene]ammonium